2-((S)-1-propenoyl-4-(2-(((S)-1-cyclopropylpyrrolidin-2-yl)methoxy)-7-(3-hydroxynaphthalen-1-yl)-5,6,7,8-tetrahydropyrido[3,4-d]pyrimidin-4-yl)piperazin-2-yl)acetonitrile C(C=C)(=O)N1[C@H](CN(CC1)C=1C2=C(N=C(N1)OC[C@H]1N(CCC1)C1CC1)CN(CC2)C2=CC(=CC1=CC=CC=C21)O)CC#N